O=C1C2N(C=3C=CC=CC3N1C1=CC=C(C=C1)C(F)(F)F)CCC(C2)C(=O)OC methyl 6-oxo-5-(4-(trifluoromethyl)phenyl)-6,6a,7,8,9,10-hexahydro-5H-pyrido[1,2-a]quinoxaline-8-carboxylate